C[C@H](C1=CC=CC=C1)O The molecule is the (R)-enantiomer of 1-phenylethanol. It has a role as an animal metabolite. It is an enantiomer of a (S)-1-phenylethanol.